ICC#COC(NCCCC)=O 3-iodopropynylbutylcarbamate